CN(CCN1N=CC2=CC=CC(=C12)O)C 1-(2-(dimethylamino)ethyl)-1H-indazol-7-ol